NCCC=1N=CC(=NC1)C1=C(C=C(C#N)C=C1)OC1=CC(=NC(=C1)N1CCOCC1)C 4-[5-(2-aminoethyl)pyrazin-2-yl]-3-(2-methyl-6-morpholin-4-ylpyridin-4-yl)oxybenzonitrile